(6-fluoro-1-oxo-5-(1-(pyridin-4-ylmethyl)piperidin-4-yl)isoindolin-2-yl)piperidine-2,6-dione FC1=C(C=C2CN(C(C2=C1)=O)N1C(CCCC1=O)=O)C1CCN(CC1)CC1=CC=NC=C1